benzo[b]naphtho[2,3-d]thiophen-8-ylboronic acid C1=CC=CC=2SC3=C(C21)C=C2C=CC(=CC2=C3)B(O)O